(S)-2-((t-butoxycarbonyl)amino)-3-(3-(methylsulfonyl)phenyl)propanoic acid C(C)(C)(C)OC(=O)N[C@H](C(=O)O)CC1=CC(=CC=C1)S(=O)(=O)C